2-(2-aminothiazole-4-yl)-2-oxoacetic acid ethyl ester C(C)OC(C(=O)C=1N=C(SC1)N)=O